(n-propylamino)trivinylsilane C(CC)N[Si](C=C)(C=C)C=C